gold-palladium-copper [Cu].[Pd].[Au]